FC=1C=C(C=CC1)C1N(CCCC1)C1CC=2C(NC(=NC2C2(C1)CC2)C)=O 6'-(2-(3-fluorophenyl)piperidin-1-yl)-2'-methyl-3',5',6',7'-tetrahydro-4'H-spiro[cyclopropane-1,8'-quinazolin]-4'-one